4-[[3-[1-(cyanomethyl)-3-(trifluoromethyl)pyrazol-4-yl]imidazo[1,2-a]pyrazin-8-yl]amino]-N-(3-ethoxypropyl)-2-ethylbenzamide C(#N)CN1N=C(C(=C1)C1=CN=C2N1C=CN=C2NC2=CC(=C(C(=O)NCCCOCC)C=C2)CC)C(F)(F)F